C(#N)[C@@H](CC)NC(C1=CC=C(C=C1)C1=NC(=NC=C1C)NC=1C=NN(C1)C1CC(OC(C1)(C)C)(C)C)=O (R)-N-(1-cyanopropyl)-4-(5-methyl-2-((1-(2,2,6,6-tetramethyltetrahydro-2H-pyran-4-yl)-1H-pyrazol-4-yl)amino)pyrimidin-4-yl)benzamide